C(C)S(=O)(=O)C1=C(N=C2N1C=CC(=C2)CC#N)C2=NC=1C(=NC=C(C1)C(F)(F)F)N2C {3-(ethylsulfonyl)-2-[3-methyl-6-(trifluoromethyl)-3H-imidazo[4,5-b]pyridin-2-yl]imidazo[1,2-a]pyridin-7-yl}acetonitrile